N1=C(C=CC=C1)C(N)=S 2-pyridinecarbothioamide